N-methyl-2-[[3-[(E)-2-(2-pyridyl)vinyl]-1H-indazole-6-yl]sulfanyl]benzamide CNC(C1=C(C=CC=C1)SC1=CC=C2C(=NNC2=C1)\C=C\C1=NC=CC=C1)=O